FC=1C=C(C=CC1)CC=1SC(=CN1)C(=O)O 2-[(3-fluorophenyl)methyl]thiazole-5-carboxylic acid